2-(4'-(trifluoromethyl)phenyl)acetic acid FC(C1=CC=C(C=C1)CC(=O)O)(F)F